IC=1C=C(C[C@H](N)C(=O)O)C=C(C1OC1=CC(=C(C(=C1)I)O)I)I 3,5,3',5'-Tetraiodo-L-Thyronin